O1CCN(CC1)CCOC(=O)C=1N=C(N2C1CN(CC2)C(CCCC2=C(C=C(C(=C2)F)F)F)=O)C(F)(F)F (R)-4-(1-((2-morpholinoethoxy)carbonyl)-3-(trifluoromethyl)-5,6-dihydroimidazo[1,5-a]pyrazin-7(8H)-yl)-4-oxo-1-(2,4,5-trifluorophenyl)butan